N-(p-toluenesulfonyl)succinimide CC1=CC=C(C=C1)S(=O)(=O)N1C(CCC1=O)=O